ethyl 5-hydroxy-1-(4-methoxybenzyl)-1H-1,2,3-triazole-4-carboxylate OC1=C(N=NN1CC1=CC=C(C=C1)OC)C(=O)OCC